tert-butyl((2S)-3-fluoro-1-hydroxybut-2-yl) carbamate C(N)(O[C@@H](CO)C(CC(C)(C)C)F)=O